FC(C(=O)NC1=CC=C(C=C1)S(NCCOCCOCCOCCOCCOCCOCCNC)(=O)=O)(F)F 2,2,2-trifluoro-N-[4-[2-[2-[2-[2-[2-[2-[2-(methylamino)ethoxy]ethoxy]ethoxy]ethoxy]ethoxy]ethoxy]ethylsulfamoyl]phenyl]acetamide